FC1=C(C=CC(=C1)C1=NC=2C=NC(=NC2N(C1=O)C(C)C)N[C@@H]1CNC[C@H](C1)F)NS(=O)(=O)[C@@H](C)C1=CC=CC=C1 (S)-N-(2-fluoro-4-(2-(((3S,5S)-5-fluoropiperidin-3-yl)amino)-8-isopropyl-7-oxo-7,8-dihydropteridin-6-yl)phenyl)-1-phenylethane-1-sulfonamide